CN(S(=O)(=O)C1=CC=C(C=C1)NC1=NC(=NC2=CC=CC=C12)NC1=CC=CC=C1)C N,N-dimethyl-4-((2-(phenylamino)quinazolin-4-yl)amino)benzenesulfonamide